(((((1R,2S,5R)-2-carbamoyl-7-oxo-1,6-diazabicyclo[3.2.1]oct-6-yl) oxy) sulfonyl) oxy)-4,4-dimethylpentyl 2,6-dimethylbenzoate CC1=C(C(=O)OC(CCC(C)(C)C)OS(=O)(=O)ON2[C@@H]3CC[C@H](N(C2=O)C3)C(N)=O)C(=CC=C1)C